3,3-bis-(4'-hydroxy-3'-tert-butylphenyl)butanoic acid OC1=C(C=C(C=C1)C(CC(=O)O)(C)C1=CC(=C(C=C1)O)C(C)(C)C)C(C)(C)C